FC=1C=C(C=CC1F)[C@@H]1N(OCC1)C1=CC(=NC=N1)NC=1C(=CC(=C(C1)NC(C=C)=O)N1CCN(CC1)C)OC N-(5-((6-((R)-3-(3,4-difluorophenyl)isoxazolidine-2-yl)pyrimidine-4-yl)amino)-4-methoxy-2-(4-methylpiperazine-1-yl)phenyl)acrylamide